BrC1=NN(C=N1)C=1C=C(C=CC1)C1(C(N(CC1)C)=O)O 3-(3-(3-Bromo-1H-1,2,4-triazol-1-yl)phenyl)-3-hydroxy-1-methylpyrrolidin-2-one